COC1C2=CC=CC=C2C=2C=CC(=CC12)NC(C(C)(C)C)=O N-(9-methoxy-9H-fluoren-2-yl)pivaloamide